1-((6-cyclopropylimidazo[1,2-a]pyridin-2-yl)methyl)-1H-pyrazolo[4,3-c]pyridin-4-amine C1(CC1)C=1C=CC=2N(C1)C=C(N2)CN2N=CC=1C(=NC=CC12)N